4-((3-methyl-5-(1H-pyrazolo[3,4-b]pyridin-4-yl)-4,5,6,7-tetrahydro-2H-pyrazolo[4,3-c]pyridin-2-yl)methyl)bicyclo[2.2.2]octan-1-amine CC=1N(N=C2C1CN(CC2)C2=C1C(=NC=C2)NN=C1)CC12CCC(CC1)(CC2)N